(R)-(3-Aminopiperidin-1-yl)(2-(1-(oxetan-3-ylmethyl)-1H-indol-2-yl)-3,4-dihydro-5-oxa-1,2a-diazaacenaphthylen-7-yl)methanon N[C@H]1CN(CCC1)C(=O)C=1C=C2OCCN3C(=NC(C1)=C32)C=3N(C2=CC=CC=C2C3)CC3COC3